CN1C(=CC=CC1)C1=CC=NC=C1C(=O)O 1-methylpyridineNicotinic acid